C1(CC1)N1C(=NC2=C1C=C(C(=C2)F)F)N2C=NC=1C=NC(=CC12)C(F)F 1-(1-cyclopropyl-5,6-difluoro-1H-benzo[d]imidazol-2-yl)-6-(difluoromethyl)-1H-imidazo[4,5-c]pyridine